N,N'-di-[3-(p-propoxybenzenesulfonyloxy)phenyl]urea C(CC)OC1=CC=C(C=C1)S(=O)(=O)OC=1C=C(C=CC1)NC(=O)NC1=CC(=CC=C1)OS(=O)(=O)C1=CC=C(C=C1)OCCC